FC(C1=C(C=CC=C1)C=1C=CC2=CN(N=C2C1)CCCN(C)C)(F)F 3-(6-(2-trifluoromethylphenyl)-2H-indazol-2-yl)-N,N-dimethylpropan-1-amine